2-(2-chlorophenyl)ethyl acrylate C(C=C)(=O)OCCC1=C(C=CC=C1)Cl